tert-butyl 4-(6-chloro-8-fluoro-7-(3-hydroxynaphthalen-1-yl)-2-(((S)-1-methylpyrrolidin-2-yl)methoxy)quinazolin-4-yl)piperazine-1-carboxylate ClC=1C=C2C(=NC(=NC2=C(C1C1=CC(=CC2=CC=CC=C12)O)F)OC[C@H]1N(CCC1)C)N1CCN(CC1)C(=O)OC(C)(C)C